ClC=1C=C(C=CC1C=1C=NN(C1)C)NC([C@H](C1=CC=CC=C1)NCCC1=CC=C(C=C1)C#N)=O |r| (S)- and (R)-N-(3-chloro-4-(1-methyl-1H-pyrazol-4-yl)-phenyl)-2-((4-cyanophenethyl)amino)-2-phenylacetamide